4-(3-pentadecylphenoxy)phthalonitrile C(CCCCCCCCCCCCCC)C=1C=C(OC=2C=C(C(C#N)=CC2)C#N)C=CC1